FC1=CC(=C(C=C1)C=1C=NC=2N(C1)C=C(N2)COC2=CC(=CC=C2)F)OC 6-(4-fluoro-2-methoxyphenyl)-2-(3-fluorophenoxymethyl)imidazo[1,2-a]pyrimidine